CN(C=1C=C2SC3=CC(C=CC3=NC2=CC1CCCCCCCCCCCC)=O)C 7-(Dimethylamino)-8-dodecyl-3H-phenothiazin-3-one